O=C1NC(CCC1N1C(C2=CC=CC(=C2C1=O)N1CCNCC1)=O)=O 2-(2,6-dioxo-3-piperidyl)-4-piperazin-1-yl-isoindoline-1,3-dione